C(CC)S.[Na] sodium n-propanethiol